N-(5-(7-Oxa-2-azaspiro[3.5]nonan-2-yl)pentan-2-yl)-7-chloroquinolin-4-amine C1N(CC12CCOCC2)CCCC(C)NC2=CC=NC1=CC(=CC=C21)Cl